(2-(2,6-dioxopiperidin-3-yl)-3-oxoisoindolin-5-yl)methyl(5-methyl-2,3-dihydrobenzofuran-7-yl)carbamate O=C1NC(CCC1N1CC2=CC=C(C=C2C1=O)OC(N(C1=CC(=CC=2CCOC21)C)C)=O)=O